COC(C(N)C1=CC=C(C=C1)OCC1(CCCC1)C)(C([2H])([2H])[2H])C([2H])([2H])[2H] 2-Methoxy-2-(methyl-d3)-1-(4-((1-methylcyclopentyl)methoxy)phenyl)propan-3,3,3-d3-1-amine